bromo-2-(hexane-3-yloxy)-N,N-bis(4-methoxybenzyl)imidazo[2,1-f][1,2,4]triazin-4-amine BrC=1N=C2C(=NC(=NN2C1)OC(CC)CCC)N(CC1=CC=C(C=C1)OC)CC1=CC=C(C=C1)OC